BrC1=C(C=C(OC2=CC=C(C#N)C=C2)C=C1)CO 4-(4-bromo-3-(hydroxymethyl)phenoxy)benzonitrile